ClC1=C(C(=CC=C1)Cl)C1=CC=C(C=C1)S(=O)(=O)C 2,6-dichloro-4'-(methylsulfonyl)-[1,1'-biphenyl]